BrC=1C=C(C(=NC1)N1C=NC(=C1)C1N(CCOC1)C)F 3-(1-(5-bromo-3-fluoropyridin-2-yl)-1H-imidazol-4-yl)-4-methylmorpholine